BrC1=C2CC(C(C2=C(C=2CCCC12)Br)OC)C 4,8-Dibromo-1-methoxy-2-methyl-1,2,3,5,6,7-hexahydro-s-indacene